N-[(3-chloro-4-fluorophenyl)-(4-methyl-5-methylsulfonyl-1H-imidazol-2-yl)methyl]-4-fluoro-3-methylaniline ClC=1C=C(C=CC1F)C(NC1=CC(=C(C=C1)F)C)C=1NC(=C(N1)C)S(=O)(=O)C